benzyl (4'-oxo-2',3',4',5'-tetrahydro-[1,1'-biphenyl]-4-yl)carbamate O=C1CCC(=CC1)C1=CC=C(C=C1)NC(OCC1=CC=CC=C1)=O